O=S1(NC2(CN(C2)C(=O)N2CC3(C2)CC(C3)CC=3C=NC(=CC3)OC(F)(F)F)CC1)=O (6,6-dioxo-6lambda6-thia-2,5-diazaspiro[3.4]octan-2-yl)-[6-[[6-(trifluoromethoxy)-3-pyridyl]methyl]-2-azaspiro[3.3]heptan-2-yl]methanone